Tert-butyl 5,7-dimethyl-6-nitro-1H-indazole-1-carboxylate CC=1C=C2C=NN(C2=C(C1[N+](=O)[O-])C)C(=O)OC(C)(C)C